C1(CCC1)C1=CC(=NO1)C[C@@H]1[C@@H]([C@H]([C@H]([C@H](O1)CO)O)N1N=NC(=C1)C1=C(C(=C(C=C1)C)F)F)OC (2R,3R,4S,5R,6R)-6-((5-cyclobutylisoxazol-3-yl)methyl)-4-(4-(2,3-difluoro-4-methylphenyl)-1H-1,2,3-triazol-1-yl)-2-(hydroxymethyl)-5-methoxytetrahydro-2H-pyran-3-ol